N-(2-((2-methoxyethoxy)methoxy)-5-(1-oxo-6-(4-(trifluoromethoxy)phenyl)-3,4-dihydroisoquinolin-2(1H)-yl)phenyl)cyclopropanesulfonamide COCCOCOC1=C(C=C(C=C1)N1C(C2=CC=C(C=C2CC1)C1=CC=C(C=C1)OC(F)(F)F)=O)NS(=O)(=O)C1CC1